tert-butyl 4-(4-(4-(((2-(2,6-dioxopiperidin-3-yl)-1,3-dioxoisoindolin-4-yl)amino)methyl)-1H-pyrazol-1-yl)piperidin-1-yl)butanoate O=C1NC(CCC1N1C(C2=CC=CC(=C2C1=O)NCC=1C=NN(C1)C1CCN(CC1)CCCC(=O)OC(C)(C)C)=O)=O